2-(3-methoxyphenyl)oxazole-5-carbaldehyde COC=1C=C(C=CC1)C=1OC(=CN1)C=O